N1(CCC1)CC(C)O 1-(azetidin-1-yl)propan-2-ol